tert-butyl (2S)-2-[(2-bromo-4-chlorophenoxy)methyl]-4,4-difluoropyrrolidine-1-carboxylate BrC1=C(OC[C@H]2N(CC(C2)(F)F)C(=O)OC(C)(C)C)C=CC(=C1)Cl